ClC=1C=C(C=CC1)C(C(OC(=O)N[C@H](C(=O)O)CC1CCCCC1)C1=CC=CC=C1)(C)C (2S)-2-(((2-(3-chlorophenyl)-2-methyl-1-phenyl-propoxy)carbonyl)amino)-3-cyclohexylpropanoic acid